(R)-2-(4-(5-((2-(1-(2-fluoroethyl)-1H-pyrazol-4-yl)pyrimidin-5-yl)ethynyl)pyrimidin-2-yl)-2-(methoxymethyl)piperazin-1-yl)-1,3,5-triazine FCCN1N=CC(=C1)C1=NC=C(C=N1)C#CC=1C=NC(=NC1)N1C[C@@H](N(CC1)C1=NC=NC=N1)COC